Cl.NC1CCC1 Aminocyclobutane hydrochloride